C(CCCCCC)C1=CC=C(C=C1)[I+]C1=CC=C(C=C1)CCCCCCC di(4-heptyl-phenyl)iodonium